allyl acetate [allyl acetate] C(C=C)CC(=O)O.C(C)(=O)OCC=C